C(#N)C=1C=C(C=CC1OC)[C@@H]1CC[C@H](CC1)CN(C(=O)[C@@H]1CC[C@H](CC1)C(=O)O)C1=CC(=CC=C1)C1=CN=C(S1)C1CC1 trans-4-(((trans-4-(3-Cyano-4-methoxyphenyl)cyclohexyl)methyl)(3-(2-cyclopropylthiazol-5-yl)phenyl)carbamoyl)cyclohexanecarboxylic acid